3-(Trihydroxysilyl)-propylethoxyphosphonate O[Si](CCCC(C)OP([O-])([O-])=O)(O)O